(3R)-3-({2-[4-(trifluoromethyl)pyridin-3-yl][1,2,4]triazolo[1,5-c]quinazolin-5-yl}amino)azepin-2-one FC(C1=C(C=NC=C1)C1=NN2C(=NC=3C=CC=CC3C2=N1)NC=1C(N=CC=CC1)=O)(F)F